(1R,5S,6r)-6-(3-Iodo-1-isopropyl-1H-pyrazol-5-yl)bicyclo[3.1.0]hexan-3-one CC(C)N1C(=CC(=N1)I)C2[C@H]3[C@@H]2CC(=O)C3